C(#N)COC1=C(C=C(C=C1)/C=C/C(=O)C1=CC=C(OCC(=O)O)C=C1)OC 2-[4-[(E)-3-[4-(Cyanomethoxy)-3-methoxyphenyl]prop-2-enoyl]phenoxy]acetic acid